2-methyl-2-(4-(2-methyl-8-(1-methyl-1H-pyrazol-4-yl)-1H-imidazo[4,5-c]quinolin-1-yl)phenyl)propionitrile CC(C#N)(C)C1=CC=C(C=C1)N1C(=NC=2C=NC=3C=CC(=CC3C21)C=2C=NN(C2)C)C